1-(3-(3-(1H-pyrazol-1-yl)quinoxaline-6-carbonyl)-4-fluorophenyl)-3-(4-chloro-3-fluorophenyl)urea N1(N=CC=C1)C=1C=NC2=CC=C(C=C2N1)C(=O)C=1C=C(C=CC1F)NC(=O)NC1=CC(=C(C=C1)Cl)F